(S)-2-[6-chloro-2-[2-(trifluoromethyl)pyrimidine-5-carbonyl]-1,2,3,4-tetrahydroisoquinolin-8-yl]pyrrolidine-1-carboxylic acid tert-butyl ester C(C)(C)(C)OC(=O)N1[C@@H](CCC1)C=1C=C(C=C2CCN(CC12)C(=O)C=1C=NC(=NC1)C(F)(F)F)Cl